COC(=O)C1=NN(C(=C1)O)C1CC1 1-cyclopropyl-5-hydroxy-1H-pyrazole-3-carboxylic acid methyl ester